SC1=C(C=CC=C1)B(O)O Mercaptophenyl-Boronic Acid